O.O.[Br] bromine, Dihydrate